CC1(CN(CCO1)C1=NC=C(C=N1)C=1C(=CC(=C(C1)NC(C1=C(C=C(C=C1)F)C(F)(F)F)=O)N1C[C@H](N([C@H](C1)C)C)C)F)C |r| N-[5-[2-(2,2-dimethylmorpholin-4-yl)pyrimidin-5-yl]-4-fluoro-2-[rac-(3R,5S)-3,4,5-trimethylpiperazin-1-yl]phenyl]-4-fluoro-2-(trifluoromethyl)benzamide